C(OCC)(OCOC1=C(C(=CC(=C1)CCC)O)C1CCCC(=C1)C)=O ethyl (((6-hydroxy-5'-methyl-4-propyl-1',2',3',4'-tetrahydro-[1,1'-biphenyl]-2-yl)oxy)methyl) carbonate